NC1=NC(=CC(=N1)C=1C(=C(C#N)C=CC1)OC)C=1N=NN(C1)CC1=NC(=CC=C1)COCCOC 3-{2-amino-6-[1-({6-[(2-methoxyethoxy)methyl]-2-pyridinyl}methyl)-1H-1,2,3-triazol-4-yl]-4-pyrimidinyl}-2-methoxybenzonitrile